C(C(=C)C)(=O)OCCC[SiH3] γ-methacryloyloxypropylsilane